CCCCCCCCCCCCCCCC/C=C\OC[C@H](COP(=O)([O-])OCC[N+](C)(C)C)OC(=O)CCCCCCC/C=C\C/C=C\CCCCC 1-(1Z-octadecenyl)-2-(9Z,12Z-octadecadienoyl)-glycero-3-phosphocholine